8-(4-((17-azido-3,6,9,12,15-pentaoxaheptadecyl)(methyl)amino)phenyl)chromeno[7,8-d]imidazol-6(3H)-one N(=[N+]=[N-])CCOCCOCCOCCOCCOCCN(C1=CC=C(C=C1)C=1OC2=C(C(C1)=O)C=CC=1NC=NC12)C